N-[(1R)-2-[[6-(3,5-dimethyl-1H-pyrazol-4-yl)-3-pyridyl]amino]-1-((1r,4S)-4-methylcyclohexyl)-2-oxo-ethyl]-2-isopropyl-pyrazole-3-carboxamide CC1=NNC(=C1C1=CC=C(C=N1)NC([C@@H](C1CCC(CC1)C)NC(=O)C=1N(N=CC1)C(C)C)=O)C